NC=1C(=NC=NC1OCC1CC1)C#CC1=CC(=NC=C1)NC(C)=O N-(4-{[5-amino-6-(cyclopropylmethoxy)pyrimidin-4-yl]ethynyl}pyridin-2-yl)acetamide